5-amino-1-[[2-(trimethylsilyl)ethoxy]methyl]-1H-pyrrolo[2,3-b]pyridin-6-ol hydrochloride Cl.NC=1C=C2C(=NC1O)N(C=C2)COCC[Si](C)(C)C